5-(4-(2-cyclopropoxyethyl)piperazin-1-yl)-N-methyl-7-(trifluoromethyl)thieno[3,2-b]pyridine-3-carboxamide C1(CC1)OCCN1CCN(CC1)C1=CC(=C2C(=N1)C(=CS2)C(=O)NC)C(F)(F)F